CC1(OCCN(C1=O)C=1C=C2C(=CC=NC2=CC1)C(=O)O)C 6-(2,2-dimethyl-3-oxomorpholino)quinoline-4-carboxylic acid